C1(=CC=CC=C1)S(=O)(=O)NCC=1N=NNC1 4-(phenylsulfonamidomethyl)-1H-1,2,3-triazol